N-2-azaspiro[3.3]hept-6-yl-N-methylsulfuric diamide C1NCC12CC(C2)N(S(N)(=O)=O)C